C1CCC2=C(C=C3CCCC3=C12)NC(=O)NS(=O)(=O)C=1C=NN2C1OCCC2 N-((1,2,3,6,7,8-hexahydro-as-indacen-4-yl)carbamoyl)-6,7-dihydro-5H-pyrazolo[5,1-b][1,3]oxazine-3-sulfonamide